imidazo[4,5-c]pyridine-1-carboxylate N1(C=NC=2C=NC=CC21)C(=O)[O-]